4-nitro-2-(6-Azaspiro[2.5]octane-6-yl)benzamide [N+](=O)([O-])C1=CC(=C(C(=O)N)C=C1)N1CCC2(CC2)CC1